7-hexyloxycoumarincarbonyl chloride C(CCCCC)OC1=CC=C2C=C(C(OC2=C1)=O)C(=O)Cl